FC(C=1C(=C(C=CC1)[C@@H](C)NC1=NN=C(C=2C1=CN(C(C2)=O)C2COCC2)C)F)F 4-(((R)-1-(3-(difluoromethyl)-2-fluorophenyl)ethyl)amino)-1-methyl-6-(tetrahydrofuran-3-yl)pyrido[3,4-d]pyridazin-7(6H)-one